Cl.C1(CC1)N(C(=O)C1=NN2C(CNCCC2)=C1)C N-cyclopropyl-N-methyl-5,6,7,8-tetrahydro-4H-pyrazolo[1,5-a][1,4]diazepine-2-carboxamide hydrochloride